C(CCC#N)#N succinonitril